C1=CN(C(=O)N=C1N)C[C@@H](CO)OCP(=O)(O)O 1-(S)-[3-hydroxy-2-(phosphonomethoxy)propyl]cytosine